FC1=C(C=CC(=C1)F)[C@](C)(O)C=1C=NC(=NC1)C=1CCNCC1 (R)-1-(2,4-difluorophenyl)-1-(2-(1,2,3,6-tetrahydropyridin-4-yl)pyrimidin-5-yl)ethanol